6-cyclobutyl-3-(2-{[(3S)-piperidin-3-yl]amino}-5-(trifluoromethyl)pyrimidin-4-yl)-1H,6H,7H-pyrrolo[2,3-c]pyridin-7-one C1(CCC1)N1C(C2=C(C=C1)C(=CN2)C2=NC(=NC=C2C(F)(F)F)N[C@@H]2CNCCC2)=O